C1(CCCCC1)NC(=O)C=1C(=CC=C(C1C(=O)NC1CCCCC1)C1=CC=C(C=C1)O)O N,N'-dicyclohexyl-4,4-biphenoldicarboxamide